5-(3,3-difluoroazetidin-1-yl)sulfonyl-furan-2-carboxamide FC1(CN(C1)S(=O)(=O)C1=CC=C(O1)C(=O)N)F